N-(5-chloro-1H-pyrrolo[3,2-b]pyridin-3-yl)-5-{3-[(dimethylamino)methyl]phenoxy}-1H-benzo[d]imidazole-2-amine formate C(=O)O.ClC1=CC=C2C(=N1)C(=CN2)NC2=NC1=C(N2)C=CC(=C1)OC1=CC(=CC=C1)CN(C)C